(E)-3-(3-isopropyl-1,2,4-oxadiazol-5-yl)acrylic acid C(C)(C)C1=NOC(=N1)/C=C/C(=O)O